CC=1C=C2C(C=C(OC2=C(C1)[C@@H](C)NC=1C(=NC=CC1)C(=O)OC)C1=CC2=CN(N=C2C=C1)C)=O Methyl 3-[[(1R)-1-[6-methyl-2-(2-methylindazol-5-yl)-4-oxo-chromen-8-yl]ethyl]amino]pyridine-2-carboxylate